C1(CCC1)N1N=CC(=C1)C1=C(C(=O)O)C=C(C=C1)NC(=O)C1(CC1)C1=CC=C(C=C1)OC(F)(F)F 2-(1-Cyclobutyl-1H-pyrazol-4-yl)-5-[({1-[4-(trifluoromethoxy)phenyl]cyclopropyl}carbonyl)amino]benzoic acid